(S)-3-(2-(2-methylazetidin-1-yl)-6,7-dihydro-5H-cyclopenta[d]pyrimidin-4-yl)-N-phenylbenzamide C[C@@H]1N(CC1)C=1N=C(C2=C(N1)CCC2)C=2C=C(C(=O)NC1=CC=CC=C1)C=CC2